[Cl-].NN1C(N(N=C1N)CC1=NON=C1N)=N 4,5-diamino-2-((4-amino-1,2,5-oxadiazol-3-yl)methyl)-2,4-dihydro-3H-1,2,4-triazole-3-imine chloride